(R or S)-2'-chloro-N-(6-(3,3-difluoro-4-methoxypiperidin-1-yl)thiazolo[4,5-b]pyrazin-2-yl)-5'-methoxy-6-methyl-[4,4'-bipyridine]-3-carboxamide ClC1=NC=C(C(=C1)C1=C(C=NC(=C1)C)C(=O)NC=1SC=2C(=NC=C(N2)N2CC([C@@H](CC2)OC)(F)F)N1)OC |o1:28|